C(O)CNC1=NC(=NC(=N1)N)N methylolmethyl-melamine